C(C)C(C(=O)OCCN(C(C=CC(NCCOCCN(C)C)=O)=O)CCOC(C(CCCC)CC)=O)CCCC 13-{2-[(2-ethyl-1-oxohexyl) oxy] ethyl}-2-methyl-9,12-dioxo-5-oxa-2,8,13-triazapentadec-10-en-15-yl 2-ethylhexanoate